CP(C1=C2N=CC=NC2=CC=C1NC=1C2=C(N=C(N1)NC1=C(C=C(C=C1)N1CCN(CC1)C)OCC(F)(F)F)NC=C2)(C)=O Dimethyl(6-((2-((4-(4-methylpiperazin-1-yl)-2-(2,2,2-trifluoroethoxy)phenyl)amino)-7H-pyrrolo[2,3-d]pyrimidin-4-yl)amino)quinoxalin-5-yl)phosphine oxide